methyl 4-fluoro-3-(piperazin-1-yl)benzoate FC1=C(C=C(C(=O)OC)C=C1)N1CCNCC1